(2s,3r)-2,3,4-trihydroxybutyraldehyde O[C@H](C=O)[C@@H](CO)O